COC1=C(C=CC(=C1)C(F)(F)F)C1=C2C(=C(N=N1)N[C@H]1CN(CCC1)C)C=NC=C2 1-[2-methoxy-4-(trifluoromethyl)phenyl]-N-[(3R)-1-methylpiperidin-3-yl]pyrido[3,4-d]pyridazin-4-amine